NC=1SC2=C(N1)C=C(C=C2)C=2C=C(C(=O)NCC1=CC=C(C=C1)OC)C=CC2 3-(2-aminobenzo[d]thiazol-5-yl)-N-(4-methoxybenzyl)benzamide